N-(3-(6-Ethoxypyridin-3-yl)-1-methyl-1H-indol-6-yl)-4-methyl-3-(pyrimidin-2-ylamino)benzamide C(C)OC1=CC=C(C=N1)C1=CN(C2=CC(=CC=C12)NC(C1=CC(=C(C=C1)C)NC1=NC=CC=N1)=O)C